Bis[(9Z,12Z)-octadeca-9,12-dienyl] 2-aminopentanedioate NC(C(=O)OCCCCCCCC\C=C/C\C=C/CCCCC)CCC(=O)OCCCCCCCC\C=C/C\C=C/CCCCC